3-hydroxypropyltriallylammonium OCCC[N+](CC=C)(CC=C)CC=C